(3R,4R)-3-amino-4-(hydroxymethyl)pyrrolidine-1-carboxylic acid ethyl ester hydrochloride Cl.C(C)OC(=O)N1C[C@@H]([C@@H](C1)CO)N